ClC=1C=C(C=CC1OCC1=NC=CC=C1)NC1=NC=NC2=CC(=C(C=C12)NC(C=C)=O)C#CC1(CN(CCC1)C)C N-(4-((3-chloro-4-(pyridin-2-ylmethoxy)-phenyl)amino)-7-((1,3-dimethylpiperidin-3-yl)ethynyl)quinazolin-6-yl)acrylamide